C(\C=C\CCCCCCC)=O (2E)-2-decenal